tert-butyl 4-(6-(8-hydroxy-1,4-dioxaspiro[4.5]decan-8-yl)pyridin-3-yl)piperidine-1-carboxylate OC1(CCC2(OCCO2)CC1)C1=CC=C(C=N1)C1CCN(CC1)C(=O)OC(C)(C)C